CP(OC1=C(C=CC2=CC=CC=C12)C1=C(C=CC=C1[N+](=O)[O-])C)([O-])=O 2-methyl-6-nitrophenylnaphthalen-1-yl (S)-methylphosphonate